NC[C@@H](CC1=CC(=CC=C1)F)C1=C(SC(=C1C1=C(C=NN1C)Cl)Cl)C(=O)N {(1S)-2-amino-1-[(3-fluorophenyl)methyl]ethyl}-5-chloro-4-(4-chloro-1-methyl-1H-pyrazol-5-yl)-2-thiophenecarboxamide